C(C)C=1C=C(C=CC1OC)C1=CN=CO1 5-(3-ethyl-4-methoxy-phenyl)oxazole